(R)-3-(3-chloro-4-fluorophenyl)-1-ethyl-1-(6-oxo-1,2,3,4,5,6,7,8,9,10-decahydrophenanthridin-1-yl)urea ClC=1C=C(C=CC1F)NC(N([C@@H]1CCCC=2NC(C=3CCCCC3C12)=O)CC)=O